C(C1=CC=CC=C1)OC([C@@H](CC1=CC=C(C=C1)F)OC([C@H](CC(C)(C)C)N(C)C(=O)OC(C)(C)C)=O)=O (2R)-1-(benzyloxy)-3-(4-fluorophenyl)-1-oxopropan-2-yl-(2S)-2-[[(tert-butoxy) carbonyl] (methyl) amino]-4,4-dimethylpentanoate